CC(CC=O)CC(CCC)=C 3-methyl-5-methylideneoctanal